ClC=1C=CC=2C(=NC=C(N2)N2CCC3(CC2)[C@@H](C2=CC=CC=C2C3)N[S@@](=O)C(C)(C)C)N1 (S)-N-((S)-1'-(6-chloropyrido[2,3-b]pyrazin-2-yl)-1,3-dihydrospiro[inden-2,4'-piperidin]-1-yl)-2-methylpropan-2-sulfinamide